5-bromo-4-chlorobenzen BrC=1C(=CC=CC1)Cl